C(C)(=O)C1=C(C2=C(N=C(N=C2)NC2=NC=C(C=C2)O)N(C1=O)C1CCCC1)C 6-acetyl-8-cyclopentyl-2-[(5-hydroxy-2-pyridinyl)amino]-5-methylpyrido[2,3-d]pyrimidin-7-one